ClC=1C(=C(C=NC1)C=1C=C2C(=C(C=NC2=CC1)C1=CC(=CC(=C1)F)F)N1CCC(CC1)N)C=NO 1-(6-{5-chloro-4-[(hydroxyimino)methyl]pyridin-3-yl}-3-(3,5-difluorophenyl)quinolin-4-yl)piperidin-4-amine